8-(8-((2,3-dichlorophenyl)thio)-[1,2,4]triazolo[4,3-c]pyrimidin-5-yl)-1,8-diazaspiro[4.5]decane ClC1=C(C=CC=C1Cl)SC=1C=2N(C(=NC1)N1CCC3(CCCN3)CC1)C=NN2